FC(C)(F)C1=NC(=CC(=N1)C1=CN(C2=CN=C(C=C21)NC(C)=O)CC)CC N-(3-(2-(1,1-difluoroethyl)-6-ethylpyrimidin-4-yl)-1-ethyl-1H-pyrrolo[2,3-c]pyridin-5-yl)acetamide